N-(2-((2S,3R)-2-methylpyrrolidin-3-yl)thieno[2,3-b]pyridin-4-yl)benzo[d]thiazol-5-amine C[C@@H]1NCC[C@H]1C1=CC=2C(=NC=CC2NC=2C=CC3=C(N=CS3)C2)S1